NC1=CC(=C(C=C1)C=1C=C2C(=NN(C2=CC1)C(C1=CC=CC=C1)(C1=CC=CC=C1)C1=CC=CC=C1)NC(=O)[C@H]1CN(CCC1)C(=O)OC(C)(C)C)Cl tert-Butyl (3R)-3-{[5-(4-amino-2-chlorophenyl)-1-trityl-1H-indazol-3-yl]carbamoyl}piperidine-1-carboxylate